ethyl 2-(acetamido)-4-chlorobutyrate C(C)(=O)NC(C(=O)OCC)CCCl